3-(Benzyloxy)-2-bromo-6-methyl-4-nitropyridine C(C1=CC=CC=C1)OC=1C(=NC(=CC1[N+](=O)[O-])C)Br